N1C(=NC2=C1C=CC=C2)C2=CC(=NN2)NC(=O)C=2C=NC(=NC2)OC N-[5-(1H-benzimidazol-2-yl)-1H-pyrazol-3-yl]-2-methoxy-pyrimidine-5-carboxamide